(3,4-difluorobenzyl)-6-methyl-3-(4-(2-(piperazin-1-yl)ethoxy)phenyl)pyrimido[5,4-e][1,2,4]triazin-5,7(6H,8H)-dione FC=1C=C(CN2C(N(C(C=3N=C(N=NC32)C3=CC=C(C=C3)OCCN3CCNCC3)=O)C)=O)C=CC1F